COC1CCN(CC1)CCO 2-(4-methoxypiperidin-1-yl)ethan-1-ol